C(CCCCCCCCCCCCCCCCCCCCCC)(=O)O.CCCCCCCCCCCCCCCCCCCCCCCCCCC Heptacosane Tricosylate